valerate (isoamyl acetate) C(CC(C)C)CC(=O)O.C(CCCC)(=O)O